C(CCC)[C@H]1N(S(C2=C(N(C1)C1=CC=CC=C1)C=C(C(=C2)OC[C@](C(=O)O)(C)OC)SC)(=O)=O)C (S)-3-(((R)-3-butyl-2-methyl-7-(methylthio)-1,1-dioxido-5-phenyl-2,3,4,5-tetrahydro-1,2,5-benzothiadiazepin-8-yl)oxy)-2-methoxy-2-methylpropanoic acid